2-bromo-6-(4-chlorobutoxy)pyridine BrC1=NC(=CC=C1)OCCCCCl